ClC1=NC=2N(C(=C1)NC)N=CC2C(=O)OCC ethyl 5-chloro-7-(methylamino)pyrazolo[1,5-a]pyrimidine-3-carboxylate